2-(E)-benzylidene-1-cyclohexanone C(/C1=CC=CC=C1)=C/1\C(CCCC1)=O